4-bromo-N-(3-cyano-4-methyl-1H-indol-7-yl)benzene-1-sulfonamide BrC1=CC=C(C=C1)S(=O)(=O)NC=1C=CC(=C2C(=CNC12)C#N)C